8-oxa-1,3-diazaspiro[4.5]Decane-2,4-dione N1C(NC(C12CCOCC2)=O)=O